BrC(CCCCCCCCCC(=O)OC)CC\C=C/C\C=C/C\C=C/C\C=C/C\C=C/C\C=C/CC (14Z,17Z,20Z,23Z,26Z,29Z)-METHYL 11-BROMODOTRIACONTA-14,17,20,23,26,29-HEXAENOATE